C[Si](C(=C=C([Si](C)(C)C)[Si](C)(C)C)[Si](C)(C)C)(C)C 1,1,3,3-tetrakis(trimethylsilyl)allene